3-(1-((2-(3,5-dichlorophenyl)-6-((2-(piperazin-1-yl)pyrimidin-5-yl)oxy)pyridin-4-yl)methyl)piperidin-4-yl)-2-methylpropanoic acid ClC=1C=C(C=C(C1)Cl)C1=NC(=CC(=C1)CN1CCC(CC1)CC(C(=O)O)C)OC=1C=NC(=NC1)N1CCNCC1